COC(=O)C=1C=NC(=CC1)C1=CC(=C(C=C1)N(C(C)C)C(C)=O)C 6-[4-[acetyl-(isopropyl)amino]-3-methyl-phenyl]pyridine-3-carboxylic acid methyl ester